4-(6-(2,5-Difluorophenyl)-6-hydroxy-6-(1-methyl-2-oxo-1,2-dihydropyridin-3-yl)hex-1,3-diyn-1-yl)pyrazolo[1,5-a]pyridine-6-carboxamide FC1=C(C=C(C=C1)F)C(CC#CC#CC=1C=2N(C=C(C1)C(=O)N)N=CC2)(C=2C(N(C=CC2)C)=O)O